3-butyl-N-(pyridin-2-yl)picolinamide hydrogen chloride Cl.C(CCC)C=1C(=NC=CC1)C(=O)NC1=NC=CC=C1